Cl.NC=1C(=C(C=CC1)C1=C2C=CC(NC2=NC=C1)=O)F 5-(amino-2-fluorophenyl)-1,8-naphthyridin-2(1H)-one hydrochloride